2'-pentoxyacetophenone C(CCCC)OC1=C(C=CC=C1)C(C)=O